C1(=CC=CC=C1)C(CP([O-])=O)(OC(C(=C)C)=O)C1=CC=CC=C1 Diphenyl-2-methacryloyloxy-ethylphosphinate